tert-butyl ((5-formylpyridin-2-yl)methyl)carbamate C(=O)C=1C=CC(=NC1)CNC(OC(C)(C)C)=O